2-((S)-quinuclidin-3-yl)ethyl (S)-1-(4-fluorophenyl)-3,4-dihydroisoquinoline-2(1H)-carboxylate formate C(=O)O.FC1=CC=C(C=C1)[C@@H]1N(CCC2=CC=CC=C12)C(=O)OCC[C@@H]1CN2CCC1CC2